[Se]1C=CC2=C1C=CC=N2 SELENOPHENOPYRIDINE